C(C)(C)(C)OC(=O)N1[C@H](CN(CC1)S(=O)(=O)C1=CC=C(C=C1)S(N(CC)CC)(=O)=O)C(=O)O (R)-1-(tert-Butoxycarbonyl)-4-((4-(N,N-diethylsulfamoyl)phenyl)sulfonyl)piperazine-2-carboxylic acid